N-((1R,3s,5S)-8-((4-Methylthiazol-2-yl)methyl)-8-azabicyclo[3.2.1]octan-3-yl)-1H-indol-6-carboxamid CC=1N=C(SC1)CN1[C@H]2CC(C[C@@H]1CC2)NC(=O)C2=CC=C1C=CNC1=C2